BrC1=CC(=C(C=C1F)C1=CC=C(C=C1)C(=O)OC)F Methyl 4'-bromo-2',5'-difluoro-[1,1'-biphenyl]-4-carboxylate